(-)-1,2-Bis(4-(trifluoromethyl)phenyl)ethan-1-ol FC(C1=CC=C(C=C1)C(CC1=CC=C(C=C1)C(F)(F)F)O)(F)F